O1CCC2(CC1)C=CC1=CC=C(C=C12)CC(=O)O 2-(2',3',5',6'-tetrahydrospiro[indene-1,4'-pyran]-6-yl)acetic acid